N-[5-[2-cyano-5-[[(2S)-4-methylmorpholin-2-yl]methoxy]-4-pyridyl]pyrazolo[1,5-a]pyridin-2-yl]cyclopropanecarboxamide C(#N)C1=NC=C(C(=C1)C1=CC=2N(C=C1)N=C(C2)NC(=O)C2CC2)OC[C@@H]2CN(CCO2)C